N-propylbenzenesulfonamide C(CC)NS(=O)(=O)C1=CC=CC=C1